3-[(1-methylpyrrolidinyl)methyl]-8-oxo-5-thia-1-azabicyclo[4.2.0]Oct-2-ene CN1C(CCC1)CC1=CN2C(CC2SC1)=O